N,N'-dimethylpyrazine CN1C=CN(C=C1)C